(chloromethyl)-8-methylpyrido[3,4-d]pyrimidin-4(3H)-one ClCC=1NC(C2=C(N1)C(=NC=C2)C)=O